rac-(1R,3R)-3-formyl-2,2-dimethylcyclopropane C(=O)[C@H]1C(C1)(C)C |r|